trans-(1R*,2R*)-2-Cyano-N-((S)-(4,4-difluorocyclohexyl)(5-((R)-1-(4,4,4-trifluorobutanamido)ethyl)-1H-benzo[d]imidazol-2-yl)methyl)cyclopropane-1-carboxamide C(#N)[C@H]1[C@@H](C1)C(=O)N[C@H](C1=NC2=C(N1)C=CC(=C2)[C@@H](C)NC(CCC(F)(F)F)=O)C2CCC(CC2)(F)F |o1:2,3|